C(C)C1OC[C@H](C2=CC=C(C=C12)C(F)(F)F)NC (4S)-1-ethyl-N-methyl-7-(trifluoromethyl)isochroman-4-amine